6-(2-amino-6-fluoro-5-(4-((1S,5R)-3-isopropyl-3-azabicyclo[3.1.0]hexan-1-yl)phenyl)pyridin-3-yl)-3,4-dihydroisoquinolin-1(2H)-one 2,2,2-trifluoroacetate FC(C(=O)O)(F)F.NC1=NC(=C(C=C1C=1C=C2CCNC(C2=CC1)=O)C1=CC=C(C=C1)[C@]12CN(C[C@@H]2C1)C(C)C)F